2,4,6-pyridine-tricarboxylic acid N1=C(C=C(C=C1C(=O)O)C(=O)O)C(=O)O